The molecule is an omega-hydroxy fatty acid ascaroside obtained by formal condensation of the alcoholic hydroxy group of (2E)-20-hydroxyicos-2-enoic acid with ascarylopyranose (the alpha anomer). It is a metabolite of the nematode Caenorhabditis elegans. It has a role as a Caenorhabditis elegans metabolite. It is an alpha,beta-unsaturated monocarboxylic acid and an omega-hydroxy fatty acid ascaroside. It derives from a (2E)-20-hydroxyicos-2-enoic acid. It is a conjugate acid of an oscr#35(1-). C[C@H]1[C@@H](C[C@H]([C@@H](O1)OCCCCCCCCCCCCCCCCC/C=C/C(=O)O)O)O